N1N=CC(=C1)C1=CC=C(C=C1)NC1=NC(=NC=C1)C=1C=C2CN(CC2=CC1)C([C@H]1N(CCC1)C)=O 5-(4-((4-(1H-pyrazol-4-yl)phenyl)amino)pyrimidin-2-yl)-2-(methyl-L-prolyl)isoindoline